C(CCC)OC(CCC1=CC(=C(C(=C1)C(C)(C)C)O)C(C)(C)C)=O n-butyl-3-(3,5-di-tert-butyl-4-hydroxyphenyl)propionate